C(C)(C)(C)OC(=O)N1CCC(CC1)C1=CC(=C(C=C1)F)F 4-(3,4-difluorophenyl)piperidine-1-carboxylic acid tert-butyl ester